N1C=CC=2C(=CC=CC12)C(=O)C1=C(C=CC(=C1N1CCOCC1)[N+](=O)[O-])S(=O)(=O)NN (1H-indole-4-carbonyl)-3-morpholino-4-nitrobenzenesulfonohydrazide